5-((dimethylamino)methyl)-N-(5-fluorobenzo[d]oxazol-2-yl)-7-methoxybenzo[d]oxazol-2-amine CN(C)CC=1C=C(C2=C(N=C(O2)NC=2OC3=C(N2)C=C(C=C3)F)C1)OC